FC1=C(C=CC=C1)C1=C2C(=NN1CC=1C=NC(=CC1)OC)CN(C2)C 3-(2-fluorobenzeneyl)-2-((6-methoxypyridin-3-yl)methyl)-5-methyl-2,4,5,6-tetrahydropyrrolo[3,4-c]pyrazole